2'-chloro-3'-fluoro-5'-methoxy-N-(5-(((1s,4s)-4-methoxycyclohexyl)oxy)-1,3,4-thiadiazol-2-yl)-6-methyl-(4,4'-bipyridine)-3-carboxamide ClC1=NC=C(C(=C1F)C1=C(C=NC(=C1)C)C(=O)NC=1SC(=NN1)OC1CCC(CC1)OC)OC